3-hydroxy-N,N-dimethyl-4-((2-(((1-methyl-4,6-dihydro-1H-furo[3,4-c]pyrazol-3-yl)(1-methylcyclopentyl)methyl)amino)-3,4-dioxocyclobut-1-en-1-yl)amino)picolinamide OC=1C(=NC=CC1NC1=C(C(C1=O)=O)NC(C1(CCCC1)C)C=1C2=C(N(N1)C)COC2)C(=O)N(C)C